N-(tert-butoxycarbonyl)-6-trifluoroacetamido-L-tryptophan C(C)(C)(C)OC(=O)N[C@@H](CC1=CNC2=CC(=CC=C12)NC(C(F)(F)F)=O)C(=O)O